3-methoxy-5-methyl-2-propan-2-ylphenol COC=1C(=C(C=C(C1)C)O)C(C)C